ClC1=CC(=C2C=C(N(C2=C1F)COCC[Si](C)(C)C)C(=O)N1CCN(CC1)C1=NC=C(C=C1OC)F)C1N(CCC1)C(=O)OC(C)(C)C tert-butyl 2-[6-chloro-7-fluoro-2-[4-(5-fluoro-3-methoxy-2-pyridyl)piperazine-1-carbonyl]-1-(2-trimethylsilylethoxymethyl)indol-4-yl]pyrrolidine-1-carboxylate